BrC=1C(=NN(C1C(=O)N)C)CBr 4-bromo-3-(bromomethyl)-1-methyl-1H-pyrazole-5-carboxamide